CC1=CC(=NC(=N1)SCC=1OC(=CN1)C1=CC=CC=C1)N 6-Methyl-2-{[(5-phenyl-1,3-oxazol-2-yl)methyl]sulfanyl}pyrimidin-4-amin